N-(2,6-dimethylphenyl)-6-hydroxypyridine-amide CC1=C(C(=CC=C1)C)NC(=O)C1=NC(=CC=C1)O